C(C)(=O)C=1C=C(C#N)C=CC1OC1CC1 3-acetyl-4-cyclopropoxybenzonitrile